NCC=1C=C(C=CC1)C1CCN(CC1)C(=O)C1=CC=CC=2SC(=CC21)Br (4-(3-(aminomethyl)phenyl)piperidin-1-yl)(2-bromobenzo[b]thiophen-4-yl)methanone